(S)-N-[(R)-(2,3-dichloro-6-hydroxyphenyl)([1-[(4R)-2,2-dimethyl-1,3-dioxolane-4-carbonyl]piperidin-4-yl])methyl]-2-methylpropane-2-sulfinamide ClC1=C(C(=CC=C1Cl)O)[C@H](N[S@@](=O)C(C)(C)C)C1CCN(CC1)C(=O)[C@@H]1OC(OC1)(C)C